4-amino-4H-1,2,4-triazole-3-thiol NN1C(=NN=C1)S